C(C=C)(=O)N1C[C@H](CCC1)CNC1=C2C(=NC=C1)NC(=C2)C2=CC=CC=C2 (R)-4-(((1-Acryloylpiperidin-3-yl)methyl)amino)-2-phenyl-1H-pyrrolo[2,3-b]pyridine